N-methylimidazole bis(trifluoromethylsulfonyl)imide salt [N-](S(=O)(=O)C(F)(F)F)S(=O)(=O)C(F)(F)F.CN1C=NC=C1